[N+](=O)([O-])C1=CC=C(C=N1)N1C[C@H](CCC1)NC(OC(C)(C)C)=O (S)-tert-butyl (1-(6-nitropyridin-3-yl)piperidin-3-yl)carbamate